N-((S)-1-(4-(dimethylamino)-4-methylpent-2-ynoyl)pyrrolidine-3-carbonyl)-N-methyl-L-valine TFA salt OC(=O)C(F)(F)F.CN(C(C#CC(=O)N1C[C@H](CC1)C(=O)N([C@@H](C(C)C)C(=O)O)C)(C)C)C